(R)-2-((R)-2-amino-3-phenylpropionylamino)-4-methylpentanamide Tritrifluoroacetate FC(C(=O)O)(F)F.FC(C(=O)O)(F)F.FC(C(=O)O)(F)F.N[C@@H](C(=O)N[C@@H](C(=O)N)CC(C)C)CC1=CC=CC=C1